C(C1=CC=CC=C1)OC1=CC(=CC=C1)[C@H](C)C1CC1 (benzyloxy)-3-[(1R)-1-cyclopropylethyl]benzene